oxygen diazacyclohexene N1=NCCCC1.[O]